5-((4-(3,5-dichloropyridin-4-yl)piperazin-1-yl)methyl)-2-(2,4-dioxotetrahydropyrimidin-1(2H)-yl)isoindoline-1,3-dione ClC=1C=NC=C(C1N1CCN(CC1)CC=1C=C2C(N(C(C2=CC1)=O)N1C(NC(CC1)=O)=O)=O)Cl